FC1(CN(CC1)CCOC=1C=C(C=NC1)NC1=NC=C(C(=N1)OC)C1=CC=C(C=C1)C=1N=NC=CC1C)F N-{5-[2-(3,3-difluoropyrrolidin-1-yl)ethoxy]pyridin-3-yl}-4-methoxy-5-[4-(4-methylpyridazin-3-yl)phenyl]pyrimidin-2-amine